2-[(3S)-3-[1-(2,6-dioxo-3-piperidyl)-3-methyl-2-oxo-benzimidazol-5-yl]-1-piperidyl]-N-[5-fluoro-7-hydroxy-6-(1,1,4-trioxo-1,2,5-thiadiazolidin-2-yl)-2-naphthyl]acetamide O=C1NC(CCC1N1C(N(C2=C1C=CC(=C2)[C@H]2CN(CCC2)CC(=O)NC2=CC1=CC(=C(C(=C1C=C2)F)N2S(NC(C2)=O)(=O)=O)O)C)=O)=O